COC1=CC=C(C=C1)C2CC(=O)C3=CC=CC=C3O2 The molecule is the parent member of the class of 4'-methoxyflavanones that is flavanone which is substituted by a methoxy group at the 4'-position.